C(C)(C)(C)OC(=O)N1CCC(=CC1)C1=CC(=C(C=C1F)NC(=O)C1=CC=C(S1)C=1CCN(CC1)C(=O)OC(C)(C)C)F tert-butyl 4-(5-((4-(1-(tert-butoxycarbonyl)-1,2,3,6-tetrahydropyridin-4-yl)-2,5-difluorophenyl) carbamoyl)thiophen-2-yl)-3,6-dihydropyridine-1(2H)-carboxylate